6-((4-(5-cyanopyridin-2-yl)piperazin-1-yl)methyl)pyrimidin C(#N)C=1C=CC(=NC1)N1CCN(CC1)CC1=CC=NC=N1